tert-Butyl 4-(2-((3-((3-methylhexanoyl)oxy)propyl)(nonyl)amino)ethyl)piperidine-1-carboxylate CC(CC(=O)OCCCN(CCC1CCN(CC1)C(=O)OC(C)(C)C)CCCCCCCCC)CCC